C(C)(C)(C)NC[C@@H](COC1=NSN=C1N1CCOCC1)O (S)-1-(tert-butylamino)-3-[(4-morpholinyl-1,2,5-thiadiazol-3-yl)oxy]-2-propanol